OC(CC(=O)[O-])C.[Ca+2].OC(CC(=O)[O-])C Calcium beta-hydroxybutyrate